D-glucitol iron (III) [Fe+3].C([C@H](O)[C@@H](O)[C@H](O)[C@H](O)CO)O